C1(=CC=CC2=CC=CC=C12)C1=CC=C(C=C1C1=CC=CC=C1)C1=NC(=NC(=N1)C1=CC=CC=C1)C1=CC=C(C=C1)C1=CC(=CC=C1)P(CC(C)(C)C)(CC(C)(C)C)=O (4'-(4-(6-(Naphthalene-1-yl)-[1,1'-biphenyl]-3-yl)-6-phenyl-1,3,5-triazin-2-yl)-[1,1'-biphenyl]-3-yl)dineopentylphosphine oxide